Ethyl (2R)-6-bromo-2-methyl-2,3-dihydropyrazolo[5,1-b][1,3]oxazole-7-carboxylate BrC1=NN2C(O[C@@H](C2)C)=C1C(=O)OCC